C(C)OC=1N(C=CN1)C(=O)NCCC(C)C Ethoxy-N-iso-pentyl-1H-imidazole-1-carboxamide